COC1=CC=C(C=C1)[C@H](C)N[C@H]1CCOC=2C1=NC=CC2 (S)-N-((S)-1-(4-methoxyphenyl)ethyl)-3,4-dihydro-2H-pyrano[3,2-b]pyridin-4-amine